3,5-dimethylisoxazol-4-ol CC1=NOC(=C1O)C